NC=1C(=NC(=CN1)C(F)(F)F)C(=O)OC methyl 3-amino-6-(trifluoromethyl)pyrazine-2-carboxylate